octanenon CC(C=CCCCC)=O